(S)-N-(1-(4-bromo-2-fluorophenyl)-2,2,2-trifluoroethyl)-N-methyltetrahydro-2H-thiopyran-4-carboxamide 1,1-dioxide BrC1=CC(=C(C=C1)[C@@H](C(F)(F)F)N(C(=O)C1CCS(CC1)(=O)=O)C)F